FC1=C2C3=C(NC2=C(C=C1F)NC)N=CC(=C3N3CCOCC3)C=3C=C1C(C(=CN(C1=NC3)CC3OCCC3)C(=O)O)=O 6-[5,6-difluoro-8-(methylamino)-4-morpholino-9H-pyrido[2,3-b]indol-3-yl]-4-oxo-1-(tetrahydrofuran-2-ylmethyl)-1,8-naphthyridine-3-carboxylic acid